BrC1=CC=2N(C3=CC=CC=C3C2C=C1)C1=CC=CC=C1 2-bromo-9-phenyl-9H-carbazole